6-amino-2-methyl-8-(trifluoromethyl)isoquinolin-1-one NC=1C=C2C=CN(C(C2=C(C1)C(F)(F)F)=O)C